Benzo[d]thiazole-2-carboxylic acid ethyl ester C(C)OC(=O)C=1SC2=C(N1)C=CC=C2